2-fluoro-N-(6-(6-fluoro-5-methyl-7-(methylthio)-1H-indazol-4-yl)imidazo[1,2-a]pyridin-2-yl)cyclopropane-1-carboxamide FC1C(C1)C(=O)NC=1N=C2N(C=C(C=C2)C2=C3C=NNC3=C(C(=C2C)F)SC)C1